S1C(=CC=C1)CBr thiophen-2-ylmethyl bromide